ethynyl-2'-deoxyadenosine C(#C)[C@@]1(C[C@H](O)[C@@H](CO)O1)N1C=NC=2C(N)=NC=NC12